C(C)(C)(C)[C@]12[C@@H]([C@@H](C[C@@H](CC1)N2)N(C2=CN=C(N=N2)SC)C)F tert-butyl-(1S,2R,3R,5R)-2-fluoro-3-(methyl(3-(methylthio)-1,2,4-triazin-6-yl)amino)-8-azabicyclo[3.2.1]octane